1-(2-Bromo-4-chlorophenyl)-4-(trifluoromethyl)-1H-1,2,3-triazole BrC1=C(C=CC(=C1)Cl)N1N=NC(=C1)C(F)(F)F